COC=1C=C(C=CC1OC)NC(C(C)(C)C)=O N-(3,4-dimethoxyphenyl)pivalamide